N-octadecyl-2-pyrrolidone C(CCCCCCCCCCCCCCCCC)N1C(CCC1)=O